4-(3-((8-fluoro-2-(6-methoxypyridin-3-yl)-2,3-dihydrobenzo[b][1,4]dioxin-6-yl)methyl)-3H-imidazo[4,5-b]pyridin-6-yl)morpholine FC1=CC(=CC2=C1OC(CO2)C=2C=NC(=CC2)OC)CN2C=NC=1C2=NC=C(C1)N1CCOCC1